N1C=C(C2=CC=CC=C12)N1CC2=CC=C(C=C2CC1)C=1C=NN(C1)C N-(1H-indol-3-yl)-6-(1-methyl-1H-pyrazol-4-yl)-3,4-dihydroisoquinoline